(Z)-5-fluoro-3-(4-(1-(o-tolyl)-1H-1,2,3-triazol-4-yl)benzylidene)indolin-2-one FC=1C=C2/C(/C(NC2=CC1)=O)=C/C1=CC=C(C=C1)C=1N=NN(C1)C1=C(C=CC=C1)C